N-((1H-indol-2-yl)methyl)-1-(2-(4-(trifluoromethyl)phenyl)-2H-pyrazolo[3,4-d]pyrimidin-4-yl)piperidine-3-carboxamide N1C(=CC2=CC=CC=C12)CNC(=O)C1CN(CCC1)C=1C=2C(N=CN1)=NN(C2)C2=CC=C(C=C2)C(F)(F)F